N1=C2C(=CC=C1)CN(C2)C(=O)[C@@H]2CC[C@H]1N2C([C@H](CCCC1)NC(=O)C1=CC2=C(S1)C=CC(=C2)C(F)(F)P(O)(O)=O)=O ((2-(((3S,6S,10aS)-3-(6,7-dihydro-5H-pyrrolo[3,4-b]pyridine-6-carbonyl)-5-oxodecahydropyrrolo[1,2-a]azocin-6-yl)carbamoyl)benzo[b]thiophen-5-yl)difluoromethyl)phosphonic acid